5-(3,4-Dimethoxybenzenesulfonyl)-N-[(4-fluorophenyl)methyl]-1H,2H,3H,4H,5H,6H-pyrrolo[3,4-c]pyrrole-2-carboxamide COC=1C=C(C=CC1OC)S(=O)(=O)N1CC2=C(C1)CN(C2)C(=O)NCC2=CC=C(C=C2)F